ClC1=CC=C2C(=N1)C(=CS2)NC2=CC=CC=C2 5-chloro-N-phenylthieno[3,2-b]pyridin-3-amine